chlorophenylphosphine ClPC1=CC=CC=C1